(R)-6-((1-(1-(tert-butyl)-3-(4-chloro-3-fluorophenyl)-1H-pyrrolo[2,3-b]pyridine-6-carbonyl)pyrrolidin-3-yl)(methyl)amino)-2,4-dimethylnicotinic acid C(C)(C)(C)N1C=C(C=2C1=NC(=CC2)C(=O)N2C[C@@H](CC2)N(C2=NC(=C(C(=O)O)C(=C2)C)C)C)C2=CC(=C(C=C2)Cl)F